CC1OS(OCC1)(=O)=O 4-methyl-1,3,2-dioxathiane-2,2-dioxide